N-(5-((4-(bicyclo[2.1.1]hexan-1-ylamino)-5-cyanopyrimidin-2-yl)amino)-2-((2-(dimethylamino)ethyl)(methyl)amino)-4-methoxyphenyl)acrylamide C12(CCC(C1)C2)NC2=NC(=NC=C2C#N)NC=2C(=CC(=C(C2)NC(C=C)=O)N(C)CCN(C)C)OC